BrC1=C(N(N=C1)C)C=1C=C(C=CC1OCCCN(C)C)NC(=O)NC1=CC(=C(C=C1)F)F 1-[3-(4-Bromo-2-methyl-2H-pyrazol-3-yl)-4-(3-dimethylamino-propoxy)-phenyl]-3-(3,4-difluoro-phenyl)-urea